NC1=C(C=C(C=C1Br)F)C(CC)=O 1-(2-amino-3-bromo-5-fluoro-phenyl)propan-1-one